propane-1,3-diylbis(1,3-dioxo-1,3-dihydroisobenzofuran-5-carboxylate) C(CCC1=C2C(OC(C2=CC=C1C(=O)[O-])=O)=O)C1=C2C(OC(C2=CC=C1C(=O)[O-])=O)=O